FC(C(C(C(C(F)(F)[Si](O[Si](C)(C)C)(O[Si](C)(C)C)O[Si](C)(C)C)(F)F)(F)F)(F)F)(CCC(F)(F)F)F Tridecafluorooctyltris(trimethylsiloxy)silan